2-[2-(difluoromethyl)pyrimidin-4-yl]-1H,5H,6H,7H-pyrrolo[3,2-c]Pyridin-4-one FC(C1=NC=CC(=N1)C1=CC=2C(NCCC2N1)=O)F